bistrifluoro-3-methylimidazole hexafluoro-phosphate F[P-](F)(F)(F)(F)F.FC1=C(N(C(=N1)F)C)F.FC1=C(N(C(=N1)F)C)F